P(=O)(O)(O)O.OC(CN)O dihydroxyethyl-amine phosphate